2-(4-nitrobenzyl)-ethylenediaminetetraacetic acid methyl ester COC(CN(C(CN(CC(=O)O)CC(=O)O)CC1=CC=C(C=C1)[N+](=O)[O-])CC(=O)O)=O